C(CCC)NC=1C2=C(N=C(N1)NC(=O)OC)C=NN2CC=2C=C(C(=O)OC)C=CC2OC methyl 3-((7-(butylamino)-5-((methoxycarbonyl)amino)-1H-pyrazolo[4,3-d]pyrimidin-1-yl)methyl)-4-methoxybenzoate